7-chloro-1-(oxan-2-yl)indazole ClC=1C=CC=C2C=NN(C12)C1OCCCC1